1-undecyl-2-butylpiperidinium methanesulfonate CS(=O)(=O)[O-].C(CCCCCCCCCC)[NH+]1C(CCCC1)CCCC